CN1C(=NC(=C1)S(=O)(=O)N1CC(N(CC1)C1=CC(=CC(N1)=O)N1[C@@H](COCC1)C)C(F)(F)F)C 6-[4-(1,2-dimethylimidazol-4-yl)sulfonyl-2-(trifluoromethyl)piperazin-1-yl]-4-[(3R)-3-methylmorpholin-4-yl]-1H-pyridin-2-one